ketopantoic acid sodium [Na].O=CC([C@H](C(=O)O)O)(C)CO